C(C)C(C(=O)[O-])(CCCCCC)C1=C(C=CC=C1)C ethyl-2-methyl-phenyl-octanoate